COC(C1=C(C=CC=C1)S(=O)(=O)NC(=O)NC1=NC(=CC(=N1)C)C)=O 2-[[[[(4,6-dimethyl-2-pyrimidinyl)amino]carbonyl]amino]sulfonyl]-benzoic acid methyl ester